C1(CC1)C=1C2=C(C(NC1)=O)N(C(=C2)CNCCOC)COCC[Si](C)(C)C 4-cyclopropyl-2-[(2-methoxyethylamino)methyl]-1-(2-trimethylsilylethoxy-methyl)-6H-pyrrolo[2,3-c]pyridin-7-one